7-bromo-1-((tetrahydro-2H-pyran-4-yl)methyl)-3,4-dihydropyrazino[2,3-b]Pyrazin-2(1H)-one BrC1=CN=C2C(=N1)N(C(CN2)=O)CC2CCOCC2